1-chloro-8-(trifluoromethyl)naphtho[2,1-f]isoquinoline ClC1=NC=CC2=C3C(=CC=C12)C1=CC=C(C=C1C=C3)C(F)(F)F